C(C)(C)(C)OC(=O)N1CC2(C1)CNCC2(F)F 8,8-difluoro-2,6-diazaspiro[3.4]octane-2-carboxylic acid tert-butyl ester